methyl 4-((2-aminoethyl) amino)-2-methoxy-3-nitrobenzoate hydrochloride Cl.NCCNC1=C(C(=C(C(=O)OC)C=C1)OC)[N+](=O)[O-]